7-((2-((4-((1R,5S)-3,8-diazabicyclo[3.2.1]octan-3-yl)-2-(difluoromethoxy)phenyl)amino)-5-chloropyrimidin-4-yl)amino)isoindolin [C@H]12CN(C[C@H](CC1)N2)C2=CC(=C(C=C2)NC2=NC=C(C(=N2)NC=2C=CC=C1CNCC21)Cl)OC(F)F